C(=O)(OC(C)(C)C)N1[C@@H]2CN[C@H](C1)C2 (1S,4S)-2-Boc-2,5-diaza-bicyclo[2.2.1]Heptane